tert-butyl 7-(4-(4-((1-(tert-butyl)-1H-1,2,3-triazole-4-carboxamido)methyl)-3-methylphenyl)pyridin-3-yl)-1,7-diazaspiro[4.4]nonane-1-carboxylate C(C)(C)(C)N1N=NC(=C1)C(=O)NCC1=C(C=C(C=C1)C1=C(C=NC=C1)N1CC2(CCCN2C(=O)OC(C)(C)C)CC1)C